2-(2-(3'-(3-(6-oxa-2-azaspiro[3.5]non-2-yl)propoxy)-2,2'-dimethyl-[1,1'-biphenyl]-3-yl)-6,7-dihydrothiazolo[5,4-c]pyridin-5(4H)-yl)ethanol C1N(CC12COCCC2)CCCOC=2C(=C(C=CC2)C2=C(C(=CC=C2)C=2SC=1CN(CCC1N2)CCO)C)C